FC(C=1C(=CC(=C2NC(C=3N(C12)C(=NN3)C)(C)C)F)C3=C1C=CN(C1=CC=C3)S(=O)(=O)CC)F 9-(Difluoro-methyl)-8-[1-(ethylsulfonyl)-1H-indol-4-yl]-6-fluoro-1,4,4-trimethyl-5H-[1,2,4]triazolo[4,3-a]quinoxaline